5-(3-(((S)-1-(1H-tetrazol-1-yl)propan-2-yl)oxy)-4-chlorophenyl)-N-(3-(2-(2-methoxyethoxy)ethoxy)-1-((1r,4r)-4-morpholinylcyclohexyl)-1H-pyrazol-4-yl)pyrimidin-2-amine hydrochloride Cl.N1(N=NN=C1)C[C@H](C)OC=1C=C(C=CC1Cl)C=1C=NC(=NC1)NC=1C(=NN(C1)C1CCC(CC1)N1CCOCC1)OCCOCCOC